FC1=C(C(=CC=C1)F)C(CC=C)O (2,6-difluorophenyl)but-3-en-1-ol